C(C)(=O)OCC(CC(=O)N)(C)C 4-Acetoxy-3,3-dimethylbutanoic amide